tert-Butyl (3R)-3-(dibenzylamino)-2-oxo-azepane-1-carboxylate C(C1=CC=CC=C1)N([C@H]1C(N(CCCC1)C(=O)OC(C)(C)C)=O)CC1=CC=CC=C1